[5-{[2-(4-Chlorophenyl)imidazo[1,2-a]pyridin-3-yl]methyl}hexahydropyrrolo[3,4-c]pyrrol-2(1H)-yl](2-methoxyphenyl)methanone ClC1=CC=C(C=C1)C=1N=C2N(C=CC=C2)C1CN1CC2C(C1)CN(C2)C(=O)C2=C(C=CC=C2)OC